7-bromo-N5-(4-methoxybenzyl)quinazoline-4,5-diamine BrC=1C=C(C=2C(=NC=NC2C1)N)NCC1=CC=C(C=C1)OC